N1-MethylpseudoUridine CN1C=C([C@H]2[C@H](O)[C@H](O)[C@@H](CO)O2)C(NC1=O)=O